2-(4-(3-(2,4-dioxotetrahydropyrimidin-1(2H)-yl)phenyl)piperazin-1-yl)acetic acid O=C1N(CCC(N1)=O)C=1C=C(C=CC1)N1CCN(CC1)CC(=O)O